(R)-1-(N,N-dimethyl-L-valyl)-N-(6-(trifluoromethoxy)benzo[d]thiazol-2-yl)pyrrolidine-2-carboxamide CN([C@@H](C(C)C)C(=O)N1[C@H](CCC1)C(=O)NC=1SC2=C(N1)C=CC(=C2)OC(F)(F)F)C